C(#N)[C@H]1N(CSC1)C(CNC(=O)C1=CC=NC2=CC=C(C=C12)CC1CCOCC1)=O (R)-N-(2-(4-Cyanothiazolidin-3-yl)-2-oxoethyl)-6-((tetrahydro-2H-pyran-4-yl)methyl)quinoline-4-carboxamide